COC(=O)C1=CC(=C2C(=N1)CCO2)CC2=CC=C(C=C2)C=2SC(=CN2)C 7-(4-(5-methyl-1,3-thiazol-2-yl)benzyl)-2,3-dihydrofuro[3,2-b]pyridine-5-carboxylic acid methyl ester